5-((2-((Tert-butoxycarbonyl)(4-(((5-(trifluoromethyl)-1H-indol-2-yl)methyl)amino)butyl)amino)ethyl)amino)benzo[c][2,6]naphthyridine-8-carboxylic acid C(C)(C)(C)OC(=O)N(CCNC1=NC2=C(C3=CN=CC=C13)C=CC(=C2)C(=O)O)CCCCNCC=2NC1=CC=C(C=C1C2)C(F)(F)F